1-(Tert-Butoxycarbonyl)-5,5-difluoroazepine-3-carboxylic acid C(C)(C)(C)OC(=O)N1CC(=CC(C=C1)(F)F)C(=O)O